ethyl 2-{3-[(1,3-benzothiazol-2-yl)amino]-4-methyl-5H,6H,7H,8H-pyrido[2,3-c]pyridazin-8-yl}-5-(3-{4-[2-(dimethylamino)ethoxy]phenoxy}propyl)-1,3-thiazole-4-carboxylate S1C(=NC2=C1C=CC=C2)NC2=C(C1=C(N=N2)N(CCC1)C=1SC(=C(N1)C(=O)OCC)CCCOC1=CC=C(C=C1)OCCN(C)C)C